CC(C(=O)Cl)CCl α-methyl-β-chloropropionic acid chloride